methyl (S)-2-[(S)-4-methyl-2-(o-nitrophenyl sulfonylamino)valerylamino]-4-methylvalerate CC(C[C@@H](C(=O)N[C@H](C(=O)OC)CC(C)C)NS(=O)(=O)C1=C(C=CC=C1)[N+](=O)[O-])C